3-((3-fluorooxetan-3-yl)methyl)urea FC1(COC1)CNC(N)=O